2-(3-(but-3-yn-1-yl)-3H-diazirin-3-yl)ethan-1-amine C(CC#C)C1(N=N1)CCN